CC1=CC=C(C=C1)S(=O)(=O)[O-].[NH+]1=CC=CC=C1.OCCCCC1=CC=C(C=C1)N1C(NC(CC1)=O)=O 1-[4-(4-Hydroxybutyl)phenyl]hexahydropyrimidine-2,4-dione pyridinium para-toluenesulfonate